CN1C=NC2=CC=C(C(=C2C1=O)C)OC=1C(=C(C=C(C1)F)N(S(=O)(=O)CCCF)S(=O)(=O)CCCF)F N-(3-((3,5-dimethyl-4-oxo-3,4-dihydroquinazolin-6-yl)oxy)-2,5-difluorophenyl)-3-fluoro-N-((3-fluoropropyl)sulfonyl)propane-1-sulfonamide